N-[2,2-dimethyl-6-(5-methyl-2-pyridyl)-3H-benzofuran-5-yl]-2-methyl-oxazole-5-carboxamide CC1(OC2=C(C1)C=C(C(=C2)C2=NC=C(C=C2)C)NC(=O)C2=CN=C(O2)C)C